ClCC1=CC=C2N=C(C(NC2=C1F)=O)C 7-(Chloromethyl)-8-fluoro-3-methylquinoxalin-2(1H)-one